1-(5-(3-((dimethylamino)methyl)phenyl)-1H-indol-3-yl)-3-(4-(trifluoromethyl)phenyl)urea CN(C)CC=1C=C(C=CC1)C=1C=C2C(=CNC2=CC1)NC(=O)NC1=CC=C(C=C1)C(F)(F)F